ClC1=CC(=C(N=N1)C(=O)NOCC)NC1=C(C(=CC=C1)C1=NC=C(C=N1)C)OC 6-chloro-N-ethoxy-4-((2-methoxy-3-(5-methylpyrimidin-2-yl)phenyl)amino)pyridazine-3-formamide